[C@H]12COC[C@@H]2C1N1N=NC=2C(C1=O)=NN(C2CO)CC2=C(C=CC=C2)F 3-((1R,5S,6r)-3-oxabicyclo[3.1.0]hexan-6-yl)-6-(2-fluorobenzyl)-7-(hydroxymethyl)-3,6-dihydro-4H-pyrazolo[4,3-d][1,2,3]triazin-4-one